O1C=CC2=C1C=CC(=C2)/C=C/C(=O)C2=C(C=C(C=C2C[C@@H]2O[C@@H]([C@H]([C@@H]([C@H]2O)O)O)CO)OC)O (E)-3-(1-Benzofuran-5-yl)-1-[2-hydroxy-4-methoxy-6-[[(2S,3R,4R,5S,6R)-3,4,5-trihydroxy-6-(hydroxymethyl)oxan-2-yl]methyl]phenyl]prop-2-en-1-one